2-((2S)-1-Acryloyl-4-((7R)-7-(3,4-dihydroquinolin-1(2H)-yl)-2-(3-(dimethylamino)-4-methoxypyrrolidin-1-yl)-5,6,7,8-tetrahydroquinazolin-4-yl)piperazin-2-yl)acetonitrile C(C=C)(=O)N1[C@H](CN(CC1)C1=NC(=NC=2C[C@@H](CCC12)N1CCCC2=CC=CC=C12)N1CC(C(C1)OC)N(C)C)CC#N